Trans-2-(Benzylmethoxy)cyclobutan-1-ol C(C1=CC=CC=C1)CO[C@H]1[C@@H](CC1)O